BrC=1C=C2C(=C(C(N(C2=CC1)C)=O)C#N)N1CCC(CC1)C=1OC(=NN1)C1=CC=CC=C1 6-bromo-1-methyl-2-oxo-4-[4-(5-phenyl-1,3,4-oxadiazol-2-yl)piperidin-1-yl]-1,2-dihydroquinoline-3-carbonitrile